(R)-(tetrahydro-2H-pyran-2-yl)(6-(1-(6-(trifluoromethyl)-1H-imidazo[4,5-b]pyridin-2-yl)cyclobutyl)-3,4-dihydro-1,5-naphthyridin-1(2H)-yl)methanone O1[C@H](CCCC1)C(=O)N1CCCC2=NC(=CC=C12)C1(CCC1)C=1NC=2C(=NC=C(C2)C(F)(F)F)N1